tert-butyl N-[3-hydroxy-3-[[7-(2-methoxy-4,6-dimethyl-phenyl)-1,8-naphthyridin-2-yl]methyl]cyclobutyl]carbamate OC1(CC(C1)NC(OC(C)(C)C)=O)CC1=NC2=NC(=CC=C2C=C1)C1=C(C=C(C=C1C)C)OC